N-((2-(2,6-dioxopiperidin-3-yl)-1-oxoisoindolin-5-yl)methyl)-2,2-difluoro-2-(1-methyl-6-oxo-1,6-dihydropyridin-3-yl)acetamide O=C1NC(CCC1N1C(C2=CC=C(C=C2C1)CNC(C(C1=CN(C(C=C1)=O)C)(F)F)=O)=O)=O